(Pyridinylmethyl)butanediamine N1=C(C=CC=C1)CC(CCC)(N)N